(4-fluorophenyl)-6-methyl-2-(prop-2-yn-1-ylsulfanyl)-3H-imidazo[2,1-f][1,2,4]triazin-4-one FC1=CC=C(C=C1)N1C(=NN2C(C1=O)=NC(=C2)C)SCC#C